O[C@H]1[C@H](O)[C@H](O)[C@@H](O)[C@@H](O1)C(=O)O α-L-mannuronic acid